Cl.[15NH2][C@@H](C=O)[C@@H](O)[C@H](O)[C@H](O)CO 2-[15N]AMINO-2-DEOXY-D-GLUCOSE HYDROCHLORIDE